(R)-5-(3-((1-isopropoxypropan-2-yl)amino)-4-nitrophenyl)-1,3-dimethylpyridin-2(1H)-one C(C)(C)OC[C@@H](C)NC=1C=C(C=CC1[N+](=O)[O-])C=1C=C(C(N(C1)C)=O)C